(±)-tert-butyl 3-(4-amino-2-(methylsulfinylmethyl)phenyl)-2,5-dihydro-1H-pyrrole-1-carboxylate NC1=CC(=C(C=C1)C=1CN(CC1)C(=O)OC(C)(C)C)C[S@](=O)C |r|